di-t-butyl-L-cystine C(C)(C)(C)[C@](CSSC[C@@](C(=O)O)(N)C(C)(C)C)(C(=O)O)N